FC(C=1C=CC(=NC1)N1CCNCCC1)(F)F 1-[5-(trifluoromethyl)pyridin-2-yl]-1,4-diazepane